(S)-(4-(4-chloropyrazolo[1,5-a]pyridin-2-yl)-6,7-dihydro-1H-imidazo[4,5-c]pyridin-5(4H)-yl)(1-(difluoromethyl)-1H-pyrazol-5-yl)methanone ClC=1C=2N(C=CC1)N=C(C2)[C@H]2N(CCC1=C2N=CN1)C(=O)C1=CC=NN1C(F)F